5-methyl-2,3-dihydro-benzo[1,4]dioxine-6-carboxylic acid N'-(3,5-dimethyl-benzoyl)-N'-(1-ethyl-2,2-dimethyl-propyl)-hydrazide CC=1C=C(C(=O)N(NC(=O)C2=C(C3=C(OCCO3)C=C2)C)C(C(C)(C)C)CC)C=C(C1)C